BrC=1C=C(C=CC1O)C\C(\C(=O)O)=N/O (E)-3-(3-bromo-4-hydroxyphenyl)-2-hydroxyiminopropionic acid